(2R,3R)-3-methoxy-2-methyl-N-[(1S)-2-phenyl-1-(1,3-thiazol-2-yl)ethyl]-3-[(2S)-pyrrolidin-2-yl]propanamide CO[C@H]([C@H](C(=O)N[C@@H](CC1=CC=CC=C1)C=1SC=CN1)C)[C@H]1NCCC1